NCCN1CC(C1)(O)CNC(OC(C)(C)C)=O tert-butyl N-{[1-(2-aminoethyl)-3-hydroxyazetidin-3-yl]methyl}carbamate